N1(CCOCC1)C(=O)C=1C=NN2C1C=C(C=C2)C2=CNC1=NC=C(C=C12)C(=O)NC=1C=NN(C1)C1CCNCC1 3-(3-(morpholine-4-carbonyl)pyrazolo[1,5-a]pyridin-5-yl)-N-(1-(piperidin-4-yl)-1H-pyrazol-4-yl)-1H-pyrrolo[2,3-b]pyridine-5-carboxamide